2-(3-(1-((1S,2S,3S,5S,6R)-2-fluoro-6-methoxy-1,5-dimethyl-8-azabicyclo[3.2.1]octan-3-yl)vinyl)-1,2,4-triazin-6-yl)-5-(1H-imidazol-1-yl)phenol F[C@@H]1[C@@]2(C[C@H]([C@](C[C@H]1C(=C)C=1N=NC(=CN1)C1=C(C=C(C=C1)N1C=NC=C1)O)(N2)C)OC)C